N-((1S)-1-cyclohexyl-2-oxo-2-((2-(6-oxo-5,7-diazaspiro[2.5]octan-5-yl)-2,3-dihydro-1H-inden-5-yl)amino)ethyl)-1-methyl-1H-pyrazole-5-carboxamide C1(CCCCC1)[C@@H](C(NC=1C=C2CC(CC2=CC1)N1CC2(CC2)CNC1=O)=O)NC(=O)C1=CC=NN1C